CC1(CCS(CC1)(=O)=O)NC(=O)C=1N=C2N(C=C(C=C2)OC2=NC=CC=C2OCC(F)(F)F)C1C(=O)N N2-(4-methyl-1,1-dioxo-thian-4-yl)-6-[[3-(2,2,2-trifluoroethoxy)-2-pyridyl]oxy]imidazo[1,2-a]pyridine-2,3-dicarboxamide